Tert-butyl N-[(1S,4R,6S,7R)-6-methoxy-2-azabicyclo[2.2.1]heptan-7-yl]carbamate CO[C@H]1C[C@@H]2CN[C@H]1[C@@H]2NC(OC(C)(C)C)=O